(isocyanato)propyltriethoxysilane N(=C=O)CCC[Si](OCC)(OCC)OCC